C(C)S(=O)(=O)NC1=CC=C(C=C1)C1=NNC(=C1C(=O)N)NC1=NC2=CC=CC=C2N=C1 3-(4-(ethylsulfonamido)phenyl)-5-(quinoxalin-2-ylamino)-1H-pyrazole-4-carboxamide